ClC=1C(=C(C=CC1Cl)[C@@H]1N(OCC1)C1=CC(=NC=N1)NC=1C(=CC(=C(C1)NC(C=C)=O)N1CCC(CC1)N1CCN(CC1)C1COC1)OC)F N-(5-((6-((R)-3-(3,4-dichloro-2-fluorophenyl)isoxazolidine-2-yl)pyrimidine-4-yl)amino)-4-methoxy-2-(4-(4-(oxetane-3-yl)piperazine-1-yl)piperidine-1-yl)phenyl)acrylamide